[C@@H]1([C@H](O)[C@H](O)[C@@H](CN[C@@H](CCSC)C(=O)O)O1)N1C=NC=2C(N)=NC=NC12 Adenosyl-methionine